[Pt](Cl)Cl.N1=CC=C(C=C1)C gamma-picoline platinum dichloride